C(C)(C)(C)OC(=O)N(CC(=O)O)C 2-[(tert-Butoxycarbonyl)(methyl)amino]acetic acid